NCC(CCCCCCCCCCC)O 1-amino-2-tridecanol